Cl.[C@H]12[C@H](C[C@H](CC1)O2)N |r| rac-(1r,2s,4s)-7-oxabicyclo[2.2.1]heptane-2-amine hydrochloride